o-dinitrobenzene C1=CC=C(C(=C1)[N+](=O)[O-])[N+](=O)[O-]